C1(CC1)C1=CC(=NC(=C1)C)CC(=O)O 2-(4-cyclopropyl-6-methylpyridin-2-yl)acetic acid